F[C@H]1C[C@H](N(C1)C(CN1C[C@@H](CC1)NC=1C=NC2=NC(=CC=C2C1)Cl)=O)C#N (2S,4S)-4-fluoro-1-[2-[(3R)-3-[(7-chloro-1,8-naphthyridin-3-yl)amino]pyrrolidin-1-yl]acetyl]pyrrolidine-2-carbonitrile